O1C(=CC=C1)C(=O)[O-].[Cu+2].O1C(=CC=C1)C(=O)[O-] copper furanic acid salt